2-(1,4-oxazepan-4-yl)propenamide O1CCN(CCC1)C(C(=O)N)=C